ClC=1C=C(C#N)C=C(C1F)C1=NC=NC(=C1)N1N=C(C(=C1[2H])[2H])[2H] 3-chloro-4-fluoro-5-{6-[(2H3)-1H-pyrazol-1-yl]pyrimidin-4-yl}benzonitrile